C(C)(=O)O[C@H]1[C@H](O[C@H]([C@@H]([C@H]1OC(C)=O)OC(C)=O)OC1=CC=C(C=C1)N1CCN(CC1)C(=O)OC(C)(C)C)COC(C)=O (2R,3S,4S,5R,6S)-2-(acetoxymethyl)-6-(4-(4-(tert-butoxycarbonyl)piperazin-1-yl)phenoxy)tetrahydro-2H-pyran-3,4,5-triyl triacetate